4-amino-5-fluoro-6-(((triisopropylsilyl)ethynyl)pyrimidin-2-yl)-2-methylbenzonitrile NC1=CC(=C(C#N)C(=C1F)C1=NC=CC(=N1)C#C[Si](C(C)C)(C(C)C)C(C)C)C